C(CCCC(=O)N=C=O)(=O)N=C=O glutaryl diisocyanate